(1s,4s)-4-(8-(2,4-dichloro-6-fluorophenylamino)-2-((1r,3r)-3-hydroxycyclobutylamino)-9H-purin-9-yl)cyclohexanecarboxamide ClC1=C(C(=CC(=C1)Cl)F)NC=1N(C2=NC(=NC=C2N1)NC1CC(C1)O)C1CCC(CC1)C(=O)N